N-[(1H-benzotriazol-1-yl)(dimethylamino)methylene]-N-methyl-methylammonium hexafluorophosphate F[P-](F)(F)(F)(F)F.N1(N=NC2=C1C=CC=C2)C(=[N+](C)C)N(C)C